[3-(4-bromo-2-methyl-pyrazol-3-yl)oxy-1-methyl-propoxy]-tert-butyl-dimethyl-silane BrC1=C(N(N=C1)C)OCCC(O[Si](C)(C)C(C)(C)C)C